3-methyl-6-(4,4,5,5-tetramethyl-1,3,2-dioxaborolan-2-yl)-1-(trifluoromethyl)-1H-indazole CC1=NN(C2=CC(=CC=C12)B1OC(C(O1)(C)C)(C)C)C(F)(F)F